C(C1=CC=CC=C1)OC1=CC(=C(C=C1)NC(=O)C1=C(C=NN1CC1CN(CCO1)C(C(C)C)=O)Cl)C N-(4-(benzyloxy)-2-methylphenyl)-4-chloro-1-((4-isobutyrylmorpholin-2-yl)methyl)-1H-pyrazole-5-carboxamide